1-(2-(2-(1-(2-hydroxy-2-methylpropyl)-1H-pyrazol-4-yl)-6-((3-methoxy-1H-pyrazol-5-yl)amino)pyrimidin-4-yl)-2,7-diazaspiro[3.5]nonan-7-yl)ethan-1-one OC(CN1N=CC(=C1)C1=NC(=CC(=N1)N1CC2(C1)CCN(CC2)C(C)=O)NC2=CC(=NN2)OC)(C)C